2-(1-(1H-imidazole-1-carbonyl)piperidin-4-ylidene)-2-(5-fluoropyridin-2-yl)acetonitrile N1(C=NC=C1)C(=O)N1CCC(CC1)=C(C#N)C1=NC=C(C=C1)F